tert-butyl ((2R,3S)-3-methoxy-1-oxo-1-(((R)-4-phenyl-1-(4,4,5,5-tetramethyl-1,3,2-dioxaborolan-2-yl)butyl)amino)butan-2-yl)carbamate CO[C@H]([C@H](C(N[C@@H](CCCC1=CC=CC=C1)B1OC(C(O1)(C)C)(C)C)=O)NC(OC(C)(C)C)=O)C